1-Azido-1-deoxy-β-D-Galactose N(=[N+]=[N-])[C@H]1[C@H](O)[C@@H](O)[C@@H](O)[C@H](O1)CO